NCCCNCCCCNC(C(O)NC(CCCCCCN=C(N)N)=O)=O N-[2-[4-(3-Aminopropylamino)butylamino]-1-hydroxy-2-oxoethyl]-7-(diaminomethylideneamino)heptanamide